FC(CO)C1=CC2=CC=CC=C2C=C1 2-fluoro-2-(naphthalen-2-yl)ethanol